N-[2-chloro-4-(6-trifluoromethyl-3,4-dihydro-1H-isoquinolin-2-yl)-phenyl]-3,3-dimethylbutanamide ClC1=C(C=CC(=C1)N1CC2=CC=C(C=C2CC1)C(F)(F)F)NC(CC(C)(C)C)=O